tert-butyl-3,6-dihydropyridine-1(2H)-carboxylate C(C)(C)(C)OC(=O)N1CCC=CC1